FC=1C=C(NC2=NN3C(CN(CC3)C(=O)OC(C)(C)C)=C2C2=CC=NC=C2)C=CC1OC tert-butyl 2-(3-fluoro-4-methoxyanilino)-3-(pyridin-4-yl)-6,7-dihydropyrazolo[1,5-a]pyrazine-5(4H)-carboxylate